4-chloro-5-[(6-chloro-3-pyridinyl)methoxy]-2-(3,4-di-chlorophenyl)-3(2H)pyridazinone ClC=1C(N(N=CC1OCC=1C=NC(=CC1)Cl)C1=CC(=C(C=C1)Cl)Cl)=O